OCC=1C=CC(=C(C#N)C1)OC=1C=NC=C(C1)C(F)(F)F 5-(hydroxymethyl)-2-((5-(trifluoromethyl)pyridin-3-yl)oxy)benzonitrile